(R)-1-(4-chloro-3-(4-(pyridazin-3-yloxy)benzyl)phenyl)-2,3-dihydroxypropan-1-one ClC1=C(C=C(C=C1)C([C@@H](CO)O)=O)CC1=CC=C(C=C1)OC=1N=NC=CC1